tert-butyl (2,2-difluoroethyl)((5-(4-iodo-2-(6-azaspiro[2.5]octan-6-yl)benzamido)-1-methyl-1H-indazol-3-yl)methyl)carbamate FC(CN(C(OC(C)(C)C)=O)CC1=NN(C2=CC=C(C=C12)NC(C1=C(C=C(C=C1)I)N1CCC2(CC2)CC1)=O)C)F